methyl 4-bromo-2-(bromomethyl)-3-fluoro-benzoate BrC1=C(C(=C(C(=O)OC)C=C1)CBr)F